CN1CCN(CC1)CC1=CC=C(C(=O)Cl)C=C1 4-(4-methylpiperazinomethyl)benzoyl chloride